methyl 2-methyl-2H-pyrazolo[4,3-c]pyridine-6-carboxylate CN1N=C2C(C=NC(=C2)C(=O)OC)=C1